FC1=C(C=CC(=C1)C(F)(F)F)C1=NC(=NC2=NC(=C(N=C12)C)C)[C@@H]1C[C@@H](OCC1)C=1C=CC(N(C1)C)=O 5-((2R,4S)-4-(4-(2-fluoro-4-(trifluoromethyl)phenyl)-6,7-dimethylpteridin-2-yl)tetrahydro-2H-pyran-2-yl)-1-methylpyridin-2(1H)-one